11-hexadecadienealdehyde C=CC=CCCCCCCC(CCCCC)=O